NCC(CN1N=CN(C1=O)CC=1SC(=CC1)C=1C=NC(=CC1)N(C)C)=C(F)F 2-[2-(aminomethyl)-3,3-difluoro-allyl]-4-[[5-[6-(dimethylamino)-3-pyridinyl]-2-thienyl]methyl]-1,2,4-triazol-3-one